CN1N=CC=C1C#CC=1C=C(OC2=C(N=NN2)C(=O)O)C=CC1 5-(3-(2-(1-Methyl-1H-pyrazol-5-yl)ethynyl)phenoxy)-1H-1,2,3-triazole-4-carboxylic acid